tert-butyl (E)-2-methyl-2-(4-(3-(4-(methylthio)benzofuran-7-yl)-3-oxoprop-1-en-1-yl) phenoxy)propanoate CC(C(=O)OC(C)(C)C)(C)OC1=CC=C(C=C1)\C=C\C(=O)C1=CC=C(C=2C=COC21)SC